C(C)NC(NC1=NC(=NC=N1)CN1CCN(CC1)C=1C=CC(=NC1C)C(=O)NC)=O 5-(4-((4-(3-ethylureido)-1,3,5-triazin-2-yl)methyl)piperazin-1-yl)-N,6-dimethylpicolinamide